NC1=C(C(=O)C2=CC=CC=C2)C=CC=C1 amino-benzophenone